C(CCC)N(CC(=O)N)C1=C(C=C(C=C1)F)C=O 2-[BUTYL(4-FLUORO-2-FORMYLPHENYL)AMINO]ACETAMIDE